5-(4-((3-ethyl-9-fluoro-2-oxo-2,3-dihydro-1H-pyrrolo[1,2,3-de]quinoxalin-8-yl)methyl)piperazin-1-yl)-6-fluoro-N-methylpyridineamide C(C)C1C(NC=2C(=C(C=C3C2N1C=C3)CN3CCN(CC3)C=3C=CC(=NC3F)C(=O)NC)F)=O